BrC1=CC(=C(C#N)C=C1)N1C2=CC=CC=C2C=2C=CC=CC12 4-bromo-2-(9H-carbazole-9-yl)benzonitrile